(S)-1-(2-methylpiperidine-1-yl)-2-(4-(pyridin-3-yl)phenyl)ethan-1-one C[C@@H]1N(CCCC1)C(CC1=CC=C(C=C1)C=1C=NC=CC1)=O